4-Methyl-1-[(4-methyl-5-oxomorpholin-2-yl)methyl]-5-({2-[6-(2,2,2-trifluoroethyl)quinazolin-4-yl]-2,7-diazaspiro[3.5]non-7-yl}methyl)-1H-indole-2-carbonitrile CC1=C2C=C(N(C2=CC=C1CN1CCC2(CN(C2)C2=NC=NC3=CC=C(C=C23)CC(F)(F)F)CC1)CC1CN(C(CO1)=O)C)C#N